5-(Azetidin-3-ylamino)-2-methyl-N-(1-(naphthalen-1-yl)cyclopropyl)benzamide N1CC(C1)NC=1C=CC(=C(C(=O)NC2(CC2)C2=CC=CC3=CC=CC=C23)C1)C